1-(4-(4-((3-chloro-2-fluorophenyl)amino)pyrido[3,2-d]pyrimidin-6-yl)-2,2-dimethylpiperazin-1-yl)prop-2-en-1-one ClC=1C(=C(C=CC1)NC=1C2=C(N=CN1)C=CC(=N2)N2CC(N(CC2)C(C=C)=O)(C)C)F